N-(4-(3-methyl-4-(propylsulfonylamino)phenyl)-1H-pyrrolo[2,3-b]pyridin-6-yl)cyclopropylcarboxamide CC=1C=C(C=CC1NS(=O)(=O)CCC)C1=C2C(=NC(=C1)NC(=O)C1CC1)NC=C2